CC(C(C#CCCCN1C(C2=CC=CC=C2C1=O)=O)=O)C 2-(7-methyl-6-oxooct-4-yn-1-yl)isoindoline-1,3-dione